C1(CC1)C=1SC(=CN1)C=1C=C(C=CC1)N(C(=O)[C@@H]1CC[C@H](CC1)NC(CCS(=O)(=O)C)=O)C[C@@H]1CC[C@H](CC1)C1=CC(=C(C=C1)OC)C trans-N-(3-(2-Cyclopropylthiazol-5-yl)phenyl)-N-((trans-4-(4-methoxy-3-methylphenyl)cyclohexyl)methyl)-4-(3-(methylsulfonyl)propanamido)-cyclohexanecarboxamide